5-(5-chloro-2-methoxyphenyl)pyridazin-4-amine ClC=1C=CC(=C(C1)C=1C(=CN=NC1)N)OC